8-Cyano-5,7-dihydrodibenzo[c,e]oxepin-3-carboxylic acid C(#N)C1=CC=CC=2C3=C(COCC21)C=C(C=C3)C(=O)O